[Ge].[Si].[Ti] titanium-silicon germanium